CN([C@H]1CN(CC1)C)[C@@H]1CNCC1 (R)-N,1-Dimethyl-N-((S)-pyrrolidin-3-yl)pyrrolidin-3-amine